1,3-dimethoxy-5-(4-methoxyphenylethyl)benzene COC1=CC(=CC(=C1)CCC1=CC=C(C=C1)OC)OC